tert-butyl 4-(4-bromo-1H-pyrazol-1-yl)azepane-1-carboxylate BrC=1C=NN(C1)C1CCN(CCC1)C(=O)OC(C)(C)C